tert-butyl (R)-3-((6-chloro-5-isopropylpyridazin-3-yl)amino)piperidine-1-carboxylate ClC1=C(C=C(N=N1)N[C@H]1CN(CCC1)C(=O)OC(C)(C)C)C(C)C